C(C)(=O)NC(C(=O)N[C@H]1C[C@H](CCC1)NC1=CC(=NC2=CC=CC=C12)C(F)(F)F)CC1=CNC2=CC=CC=C12 2-acetamido-3-(1H-indol-3-yl)-N-[(1R,3S)-3-{[2-(trifluoromethyl)quinolin-4-yl]amino}cyclohexyl]propanamide